1-(5-chloropyridin-3-yl)ethyl (1-methyl-4-(6-methyl-5-(methyl-sulfonamido)pyridin-2-yl)-1H-1,2,3-triazol-5-yl)carbamate CN1N=NC(=C1NC(OC(C)C=1C=NC=C(C1)Cl)=O)C1=NC(=C(C=C1)NS(=O)(=O)C)C